CC1=C(C(=C(C1(C)[Hf]C1(C=CC2=CC=3CCCC3C=C12)CC)C)C)C (pentamethylcyclopentadienyl)(1-ethyl-1,5,6,7-tetrahydro-s-indacenyl)hafnium